1-(5-((4-(4-amino-3-(4-phenoxyphenyl)-1H-pyrazolo[3,4-d]pyrimidin-1-yl)piperidin-1-yl)methyl)-6-fluoropyridin-2-yl)dihydropyrimidine-2,4(1H,3H)-dione NC1=C2C(=NC=N1)N(N=C2C2=CC=C(C=C2)OC2=CC=CC=C2)C2CCN(CC2)CC=2C=CC(=NC2F)N2C(NC(CC2)=O)=O